BrC1=CC2=C(N=C(S2)C2=NCCC3=C2N=CN3)C=C1 4-(6-bromobenzo[d]thiazol-2-yl)-6,7-dihydro-1H-imidazo[4,5-c]pyridin